COC1=CC=C(C=C1)C1=CC=C(C=C1)COC=1C=C2CCCCC2=CC1 6-(4'-methoxybiphenyl-4-yl)methoxytetralin